magnesium lauroyl sulfate S(=O)(=O)(OC(CCCCCCCCCCC)=O)[O-].[Mg+2].C(CCCCCCCCCCC)(=O)OS(=O)(=O)[O-]